6-(3'-(3-(2,2-dimethylazetidin-1-yl)propoxy)-2,2'-dimethyl-[1,1'-biphenyl]-3-yl)-1,2,3,4-tetrahydroisoquinoline CC1(N(CC1)CCCOC=1C(=C(C=CC1)C1=C(C(=CC=C1)C=1C=C2CCNCC2=CC1)C)C)C